1-(5-bromo-3-methoxy-2-pyridinyl)-4-methyl-piperazine BrC=1C=C(C(=NC1)N1CCN(CC1)C)OC